The molecule is the ethyl ester of mandelic acid. It is an ethyl ester and a secondary alcohol. It derives from a mandelic acid. CCOC(=O)C(C1=CC=CC=C1)O